sodium bis(4-tertbutyl phenyl) phosphate P(=O)(OC1=CC=C(C=C1)C(C)(C)C)(OC1=CC=C(C=C1)C(C)(C)C)[O-].[Na+]